C[C@@H]1CNC[C@@H](C1)C (3S,5R)-3,5-dimethylpiperidine